(S)-4-ethyl-8-fluoro-4-hydroxy-11-cyclopropyl-1,12-dihydro-14H-pyrano[3',4':6,7]indolizino[2,1-b]quinoline-3,6,14(4H,11H)-trione C(C)[C@]1(C(OCC=2C(N3CC=4N(C5=CC=C(C=C5C(C4C3=CC21)=O)F)C2CC2)=O)=O)O